Cl.O1CCN(CC1)C=1N=C(C2=C(C=NNC2=O)N1)NC1=CC=C(C=C1)CN1CCNCC1 2-morpholino-4-(4-(piperazin-1-ylmethyl)phenylamino)pyrimido[4,5-d]pyridazin-5(6H)-one hydrochloride